deoxyiodocytidine I[C@@]1(C[C@H](O)[C@@H](CO)O1)N1C(=O)N=C(N)C=C1